S1C(=NN=C1)C(=O)O 1,3,4-THIADIAZOLE-2-CARBOXYLIC ACID